C1(CC1)S(=O)(=O)N1CCC(CC1)CC1=CC=C2C=C(C(=C(C2=C1)F)N1CC(NS1(=O)=O)=O)O 5-(7-{[1-(cyclopropanesulfonyl)piperidin-4-yl]methyl}-1-fluoro-3-hydroxynaphthalen-2-yl)-1λ6,2,5-thiadiazolidine-1,1,3-trione